N1-(4-fluorophenyl)-2-methylhex-5-ene-1,2-diamine FC1=CC=C(C=C1)NCC(CCC=C)(N)C